CN1CCN(CC1)C1=CC=C(N)C=C1 4-(4-Methylpiperazin-1-yl)aniline